ClC=1C(=CC(=C(C(=O)NC2=CC(NC=C2)=O)C1)C1CCOC2=CC(=CC=C12)F)C(F)(F)F 4-(5-chloro-2-(7-fluorochroman-4-yl)-4-(trifluoromethyl)benzamido)-2-oxopyridine